O(C(=O)C)C1=CC2=CC=CC=C2CC1 2-acetoxyl-3,4-dihydronaphthalene